C[In](C)C Trimethyl-indium